O1C(OCC1)C=1C=CC(=NC1)C=1C=C(N)C=CC1 3-[5-(1,3-Dioxolan-2-yl)pyridin-2-yl]aniline